C1(CC1)C(C)C1=C(C(=CC=C1)C(C)C)O 2-(1-cyclopropylethyl)-6-isopropyl-phenol